(3-amino-6-(methylsulfonyl)-4,5,6,7-tetrahydropyrazolo[3,4-c]pyridin-1-yl)(1,2,3,4-tetrahydroquinolin-4-yl)methanone NC1=NN(C=2CN(CCC21)S(=O)(=O)C)C(=O)C2CCNC1=CC=CC=C21